5-isopropyl-N-phenyl-1H-pyrrole-2-carboxamide C(C)(C)C1=CC=C(N1)C(=O)NC1=CC=CC=C1